2-cyano-3-ethoxyacrylic acid tert-butyl ester C(C)(C)(C)OC(C(=COCC)C#N)=O